C(C)OC1=CC(=C(CC=2C=CC=3C(N(C4=CC=CC2C34)C3C(NC(CC3)=O)=O)=O)C=C1)F 3-(5-(4-ethoxy-2-fluorobenzyl)-2-oxobenzo[cd]indol-1(2H)-yl)piperidine-2,6-dione